N1C=CC=2C1=NC=C(C2)B(O)O 1H-PYRROLO[2,3-B]PYRIDIN-5-YLBORONIC ACID